C(C)(C)(C)OC(=O)N1CCC(CC1)OC=1C=C(C(=O)O)C=C(N1)Cl 2-((1-(tert-butoxycarbonyl)piperidin-4-yl)oxy)-6-chloroisonicotinic acid